N-(5-chloro-2-fluorophenyl)acetamide CC(=O)NC1=C(C=CC(=C1)Cl)F